[C@H](C)(CC)NC(OC1CC(CC1)C1=CC(=NN1)NC=1C=CC2=C(S(CC2)(=O)=O)C1F)=O 3-(3-((7-fluoro-1,1-dioxido-2,3-dihydrobenzo[b]thiophen-6-yl)amino)-1H-pyrazol-5-yl)cyclopentyl ((S)-sec-butyl)carbamate